1,2,2-trimethyl-1,3-diphenylcyclobutane CC1(C(C(C1)C1=CC=CC=C1)(C)C)C1=CC=CC=C1